C1(CC1)C1=CC(=CC(=N1)C=1OC2=C(N1)C=C(C=C2C)CN[C@H](COC)C)C2=C(C=C(C=C2)F)C2=NN=CN2C [(2-{6-Cyclopropyl-4-[4-fluoro-2-(4-methyl-1,2,4-triazol-3-yl)phenyl]pyridin-2-yl}-7-methyl-1,3-benzoxazol-5-yl)methyl][(2S)-1-methoxypropan-2-yl]amine